hydroxygondoic acid OC(C(=O)O)CCCCCCCC\C=C/CCCCCCCC